FC1(CN(CC1)C1=CC2=C(C[C@@](O2)(C)CO)C=C1NC(=O)C=1C=NN2C1N=CC=C2)F N-[(2s)-6-(3,3-Difluoropyrrolidin-1-yl)-2-(hydroxymethyl)-2-methyl-3H-benzofuran-5-yl]pyrazolo[1,5-a]pyrimidine-3-carboxamide